N-(3-cyano-4-methyl-1H-indol-7-yl)-2-((3-cyanopyrrolidin-1-yl)methyl)thiazole-5-sulfonamide C(#N)C1=CNC2=C(C=CC(=C12)C)NS(=O)(=O)C1=CN=C(S1)CN1CC(CC1)C#N